2-(3,5-dimethoxyphenoxy)-3-phenylpyrazine COC=1C=C(OC2=NC=CN=C2C2=CC=CC=C2)C=C(C1)OC